N-[2-fluoro-4-(1-methylpyrazol-3-yl)oxy-phenyl]-6-piperazin-1-yl-pyrido[3,2-d]pyrimidin-4-amine FC1=C(C=CC(=C1)OC1=NN(C=C1)C)NC=1C2=C(N=CN1)C=CC(=N2)N2CCNCC2